N-(4-cyclobutyl-1-methyl-5-(2-(trifluoromethyl)thiazol-5-yl)-1H-pyrazol-3-yl)-3,3-difluorocyclobutane-1-carboxamide C1(CCC1)C=1C(=NN(C1C1=CN=C(S1)C(F)(F)F)C)NC(=O)C1CC(C1)(F)F